8-Chloro-2-[1-(1-methylazetidin-3-yl)pyrazol-4-yl]-7-[(2-methyl-3H-benzimidazol-5-yl)oxy]quinoxaline ClC=1C(=CC=C2N=CC(=NC12)C=1C=NN(C1)C1CN(C1)C)OC1=CC2=C(N=C(N2)C)C=C1